COC=1C=CC2=C(C(=NO2)CCN(C)C)C1 2-(5-methoxybenzo[d]isoxazol-3-yl)-N,N-dimethylethan-1-amine